OC=1C(=NC(=CC1)CCCCCN1CCN(CC1)C1=CC=CC=C1)C=O 3-hydroxy-6-(5-(4-phenylpiperazin-1-yl)pentyl)pyridinecarbaldehyde